BrC=1C=CC(=C(C1)O)C=1N=NC(=CN1)N(C)[C@H]1[C@H]([C@@H]2CC[C@H](C1)N2)F 5-bromo-2-(6-(((1S,2S,3R,5R)-2-fluoro-8-azabicyclo[3.2.1]oct-3-yl)(methyl)amino)-1,2,4-triazin-3-yl)phenol